1-(5-(2-fluorobenzoyl)-1-methyl-1H-pyrrol-3-yl)-2-phenylethan-1-one FC1=C(C(=O)C2=CC(=CN2C)C(CC2=CC=CC=C2)=O)C=CC=C1